C(C)(C)C1=C2C=CN=CC2=C(C=C1)C1=NNC(=N1)C 5-isopropyl-8-(5-methyl-1H-1,2,4-triazol-3-yl)isoquinolin